6-methyl-4-(2-(p-tolyl)propan-2-yl)-1,6-dihydro-7H-pyrrolo[2,3-c]pyridin-7-one CN1C(C2=C(C(=C1)C(C)(C)C1=CC=C(C=C1)C)C=CN2)=O